COP(=O)(OC)OC.C(CCCCC)[P+](CCCCCCCCCCCCCC)(CCCCCC)CCCCCC trihexyltetradecylphosphonium trimethylphosphate